C(#N)C(=C(CN(C(C)=O)CCC)C)C#N N-(3,3-dicyano-2-methylallyl)-N-propyl-acetamide